tert-butyl (S)-(1-aminopropan-2-yl)carbamate hydrochloride Cl.NC[C@H](C)NC(OC(C)(C)C)=O